C(C1=CC=CC=C1)(=O)OC1COC2(CN(C2)C(=O)OC(C)(C)C)C1 tert-butyl 7-(benzoyloxy)-5-oxa-2-azaspiro[3.4]octane-2-carboxylate